C(C)(C)(C)C=1C=CC(=C(C1)N1N(C(=C(N1)C(=O)N)C)C1=C(C=CC(=C1)OC)OC)OCCCCI 2-N-(5-(tert-butyl)-2-(4-iodobutoxy)phenyl)-1-(2,5-dimethoxyphenyl)-5-methyl-1H-1,2,3-triazole-4-carboxamide